Cl.C(C)C=1C(NC2=CC(=CN=C2C1)CN1CCN(CC1)CC1CCNCC1)=O 3-Ethyl-7-((4-(piperidin-4-ylmethyl)piperazin-1-yl)methyl)-1,5-naphthyridin-2(1H)-one Hydrochloride Salt